CC=1C=C2C=NN(C2=CC1OC1CCC2=CC(=CC=C12)C#N)C=1C=NN(C1)C 1-((5-Methyl-1-(1-methyl-1H-pyrazol-4-yl)-1H-indazol-6-yl)oxy)-2,3-dihydro-1H-indene-5-carbonitrile